C(C=C)C1=C(C=CC(=C1)[N+](=O)[O-])S(=O)(=O)NC12CC(C1)(C2)I allyl-N-(3-iodobicyclo[1.1.1]pent-1-yl)-4-nitrobenzenesulfonamide